FC=1C(=C(C(=O)O)C(=CC1)[N+](=O)[O-])C 3-fluoro-2-methyl-6-nitrobenzoic acid